2-(8-(4-Chlorophenyl)-2-imino-3-methyl-2,3-dihydro-1H-imidazo[4,5-c]quinolin-1-yl)pyrimidin-4-ol ClC1=CC=C(C=C1)C1=CC=2C3=C(C=NC2C=C1)N(C(N3C3=NC=CC(=N3)O)=N)C